NCC(CN1N=NN(C1=O)C1=CC(=CS1)C=1C=C2CCC(N(C2=CC1)C)=O)=C(F)F 6-[5-[4-[2-(aminomethyl)-3,3-difluoro-allyl]-5-oxo-tetrazol-1-yl]-3-thienyl]-1-methyl-3,4-dihydroquinolin-2-one